C(C)C(COP(O)(=O)CC(CCCC)CC)CCCC (2-ethylhexyl)phosphonic acid-mono(2-ethylhexyl) ester